C(C=C)(=O)OCCCCOC(=O)C1=CC=2C(=NN(N2)C2=CC3=C(OCO3)C=C2O)C=C1.OC=1C(=CC2=C(OCO2)C1)N1N=C2C(=N1)C=CC(=C2)C(=O)OCCCCOC(C(=C)C)=O 4-(methacryloyloxy)butyl 2-(6-hydroxybenzo[1,3]dioxol-5-yl)-2H-benzotriazole-5-carboxylate 4-(acryloyloxy)butyl-2-(6-hydroxybenzo[1,3]dioxol-5-yl)-2H-benzotriazole-5-carboxylate